N-{4-bromo-8-chloro-3-[(2-chloro-5-fluorophenyl)(hydroxy)methyl]-2-naphthyl}-4-methylbenzenesulfonamide BrC1=C(C(=CC2=C(C=CC=C12)Cl)NS(=O)(=O)C1=CC=C(C=C1)C)C(O)C1=C(C=CC(=C1)F)Cl